S1N=NC=2C1=CC=CC2C=O benzothiadiazole-4-carbaldehyde